2-chloro-5-(cyclobutylthio)pyridine ClC1=NC=C(C=C1)SC1CCC1